3-(4-(4-amino-3-(4-phenoxyphenyl)-1H-pyrazolo[3,4-d]pyrimidin-1-yl)piperidin-1-yl)-[1,3':1',3''-terazetidin] NC1=C2C(=NC=N1)N(N=C2C2=CC=C(C=C2)OC2=CC=CC=C2)C2CCN(CC2)C2CN(C2)C2CN(C2)C2CNC2